5-(azidomethyl)-2-methylisoindoline N(=[N+]=[N-])CC=1C=C2CN(CC2=CC1)C